CN1C2=C(C=3C=CC(=CC13)N1CCN(CC1)C(=O)OCCCC)C=NC=C2 butyl 4-(5-methylpyrido[4,3-b]indol-7-yl)piperazine-1-carboxylate